[Ni-](=O)=O.[Ag+] silver nickel (III) dioxide